C(#N)C=1C(=CC(=NC1)C=1C=NC(=CC1NC1=NC(=NC=C1)C(C)(F)F)NC(C)=O)C N-(5-cyano-4'-((2-(1,1-difluoroethyl)pyrimidin-4-yl)amino)-4-methyl-[2,3'-bipyridin]-6'-yl)acetamide